C(C)C=1N=C2N(C=CC(=C2)C2=C(C=CC(=N2)C#N)C=2C=NN(C2)CC2(CCCC2)F)C1 6-(2-ethylimidazo[1,2-a]pyridin-7-yl)-5-(1-((1-fluorocyclopentyl)methyl)-1H-pyrazol-4-yl)picolinonitrile